C(C)(C)(C)OC(NC1=C(C=C(C=C1)OC1=C(C(=NC=C1)N)[N+](=O)[O-])SC)=O N-[4-[(2-amino-3-nitro-4-pyridyl)oxy]-2-methylsulfanyl-phenyl]carbamic acid tert-butyl ester